N-(4-(3-chloro-5-(cyclopropylethynyl)thiophen-2-yl)phenyl)-2,6-difluorobenzamide ClC1=C(SC(=C1)C#CC1CC1)C1=CC=C(C=C1)NC(C1=C(C=CC=C1F)F)=O